4-((2'-(((1-(3,5-bis(trifluoromethyl)phenyl)-1-hydroxypropan-2-yl)(cyclohexylmethyl)amino)methyl)-6-Methoxy-4-methyl-4'-(trifluoromethyl)-[1,1'-biphenyl]-3-yl)oxy)butanoic acid FC(C=1C=C(C=C(C1)C(F)(F)F)C(C(C)N(CC1CCCCC1)CC1=C(C=CC(=C1)C(F)(F)F)C1=CC(=C(C=C1OC)C)OCCCC(=O)O)O)(F)F